tert-butyl 3-((tert-butyldimethylsilyl)oxy)-5-hydroxy-4,4-dimethylpiperidine-1-carboxylate [Si](C)(C)(C(C)(C)C)OC1CN(CC(C1(C)C)O)C(=O)OC(C)(C)C